C1(=CC=CC=C1)P(C1=C(C=CC=C1)S(=O)(=O)[O-])C1=CC=CC=C1 diphenyl-(2-sulfonatophenyl)phosphine